12-(2-chlorophenyl)-11-cyclopropyl-7-fluoro-2,3,10-triazatricyclo[7.3.1.0^{5,13}]trideca-1,5(13),6,8-tetraen-4-one ClC1=C(C=CC=C1)C1C(NC2=CC(=CC=3C(NN=C1C32)=O)F)C3CC3